2-nitrophenyl-phosphoric triamide [N+](=O)([O-])C1=C(C=CC=C1)NP(N)(N)=O